(R)-3-(1-((7-methoxy-2-methyl-6-(4-(4-methylpiperazin-1-yl)piperidin-1-yl)quinazoline-4-yl)amino)ethyl)-2-methylbenzonitrile COC1=C(C=C2C(=NC(=NC2=C1)C)N[C@H](C)C=1C(=C(C#N)C=CC1)C)N1CCC(CC1)N1CCN(CC1)C